FC=1C=C2C3=C(NC2=C(C1)NC)N=CC(=C3N3CC(CC3)C)C=3C=C1C(C(=CN(C1=NC3)C)C(=O)O)=O 6-(6-fluoro-8-(methylamino)-4-(3-methylpyrrolidin-1-yl)-9H-pyrido[2,3-b]indol-3-yl)-1-methyl-4-oxo-1,4-dihydro-1,8-naphthyridine-3-carboxylic acid